4-((1S,2S)-2-(6-(2,4-dioxo-1,2,3,4-tetrahydropyrimidin-5-yl)imidazo[1,2-b]pyridazin-8-yl)cyclopropyl)-2-methoxybenzonitrile O=C1NC=C(C(N1)=O)C=1C=C(C=2N(N1)C=CN2)[C@@H]2[C@H](C2)C2=CC(=C(C#N)C=C2)OC